C(CCCCCCC)C1=CC=CC=C1 mono-octyl-benzene